2-(2,6-Dimethyl-4-(4,4,5,5-tetramethyl-1,3,2-dioxaborol-2-yl)phenoxy)-N,N-Dimethylethane-1-amine CC1=C(OCCN(C)C)C(=CC(=C1)B1OC(C(O1)(C)C)(C)C)C